N,N-diethylbromoethylamine C(C)N(CC)CCBr